C[Ti]C Dimethyl-titanium